(S)-N-(3-(2-((1,5-dimethyl-1H-pyrazol-3-yl)amino)-5-methylpyrimidin-4-yl)-1H-indol-7-yl)-2-(3-((2-phenylpyrimidin-5-yl)oxy)pyrrolidin-1-yl)acetamide CN1N=C(C=C1C)NC1=NC=C(C(=N1)C1=CNC2=C(C=CC=C12)NC(CN1C[C@H](CC1)OC=1C=NC(=NC1)C1=CC=CC=C1)=O)C